C(C1=CC(=C(N)C(=C1)C(C)C)C(C)C)C1=CC(=C(N)C(=C1)C(C)C)C(C)C 4,4'-methylenebis(2,6-diisopropyl-aniline)